ClC1=CSC=2C1=NC(=CC2N(C(OC(C)(C)C)=O)CC=2SC=CC2)Cl tert-butyl N-(3,5-dichlorothieno[3,2-b]pyridin-7-yl)-N-(2-thienylmethyl)carbamate